9-Fluoro-2,3,4,5-tetrahydrobenzo[b][1,4]oxazepine FC1=CC=CC2=C1OCCCN2